S1C(=CC=2COC=CC21)C(=O)N 4H-thieno[3,2-c]pyran-2-carboxamide